ClC=1C=C(C=CC1)C(COC)(C)NC1=NC2=C(N1)C=CC=C2CN2C(OC=C2)=N N-[2-(3-chlorophenyl)-1-methoxypropane-2-yl]-4-[(2-imino-2,3-dihydro-1,3-oxazol-3-yl)methyl]-1H-1,3-benzodiazole-2-amine